N1=C(N=CC=C1)N1CCN(CC1)P(OCC1CN(CC(O1)N1C(NC(C(=C1)C)=O)=O)C(C1=CC=CC=C1)(C1=CC=CC=C1)C1=CC=CC=C1)(=O)Cl (6-(5-methyl-2,4-dioxo-3,4-dihydropyrimidin-1(2H)-yl)-4-tritylmorpholin-2-yl)methyl (4-(pyrimidin-2-yl)piperazin-1-yl)phosphonochloridate